FC(C(=O)O)(F)F.N1CC[C@@H](CCC1)CNC1=NN(C(=C1)C1=CC(=C(C#N)C=C1)F)C1=CC(=C(C=C1)N1CCS(CC1)(=O)=O)F (R)-4-(3-((azepan-4-ylmethyl)amino)-1-(4-(1,1-dioxidothio-morpholino)-3-fluorophenyl)-1H-pyrazol-5-yl)-2-fluorobenzonitrile 2,2,2-trifluoroacetate